[5-[6-(hydroxymethyl)-3-pyridinyl]-3-methoxy-pyrazin-2-yl]-5-methyl-3-phenyl-isoxazole-4-carboxamide OCC1=CC=C(C=N1)C=1N=C(C(=NC1)NC(=O)C=1C(=NOC1C)C1=CC=CC=C1)OC